C(C)NC(=O)C1=C2C(SC1C1=CC=CC=C1)=CC=C(C2=CN2CCCCC2)O N-Ethyl-5-hydroxy-2-phenyl-4-(piperidin-1-ylmethylene)benzo[b]thiophene-3-carboxamide